N-(2-ethyl-5-{[(1S,2S,4S)-2-hydroxy-4-(trifluoromethoxy)cyclopentyl]carbamoyl}phenyl)-1,3-thiazole-5-carboxamide C(C)C1=C(C=C(C=C1)C(N[C@@H]1[C@H](C[C@H](C1)OC(F)(F)F)O)=O)NC(=O)C1=CN=CS1